N-[trans-4-({2-[6-(phenylethynyl)quinazolin-4-yl]-2,7-diazaspiro[3.5]non-7-yl}methyl)cyclohexyl]ethanesulfonamide C1(=CC=CC=C1)C#CC=1C=C2C(=NC=NC2=CC1)N1CC2(C1)CCN(CC2)C[C@@H]2CC[C@H](CC2)NS(=O)(=O)CC